C(C1=CC=CC=C1)N1CC2(CCC3=CC=CC=C23)C1 1-Benzyl-2',3'-dihydrospiro[azetidine-3,1'-indene]